C1(=CC=CC=C1)C1C2=C(C3=C(C(S1)=O)C=CC=C3)C=CC=C2 7-phenyldibenzo[c,e]thiepin-5(7H)-one